ClC1=NC=C(C(=C1)NC1CCC(CC1)NCCF)C1=NN(C(=C1)C(F)(F)F)C (1s,4s)-N1-(2-Chloro-5-(1-methyl-5-(trifluoromethyl)-1H-pyrazol-3-yl)pyridin-4-yl)-N4-(2-fluoroethyl)cyclohexane-1,4-diamine